methyl 2-(2-(2-(4-(tetrahydro-2H-pyran-4-carbonyl)piperazin-1-yl)thiazole-4-carboxamido)acrylamido)acrylate O1CCC(CC1)C(=O)N1CCN(CC1)C=1SC=C(N1)C(=O)NC(C(=O)NC(C(=O)OC)=C)=C